C1(CCCC1)NC1=NC(=NC=C1C=CC#N)NC1=CC=C(C=C1)N1CCN(CC1)CC 3-{4-Cyclopentylamino-2-[4-(1-ethylpiperazin-4-yl)-phenylamino]-pyrimidin-5-yl}acrylonitrile